(2',4'-difluoro-5-(6-(2-morpholinylethoxy)pyrazolo[1,5-a]pyridin-3-yl)-[1,1'-biphenyl]-3-yl)cyclopropanesulfonamide FC1=C(C=CC(=C1)F)C1=CC(=CC(=C1)C=1C=NN2C1C=CC(=C2)OCCN2CCOCC2)C2(CC2)S(=O)(=O)N